C(C)[C@@H]1C(N(C(N1)=O)C=1C=NC(=CC1)OC1=CC=CC2=C1C1(CC1)CO2)=O (5R)-5-ethyl-3-[6-(spiro[1-benzofuran-3,1'-cyclopropane]-4-yloxy)-3-pyridinyl]-2,4-imidazolidinedione